2-(2'-hydroxy-5'-acryloxypropylphenyl)-2H-benzotriazole OC1=C(C=C(C=C1)CCCOC(C=C)=O)N1N=C2C(=N1)C=CC=C2